Cyclohexane terephthalate C(C1=CC=C(C(=O)O)C=C1)(=O)O.C1CCCCC1